2,4-dichloro-3-((1,3-dimethyl-1H-pyrazol-5-oxy)methyl)benzoic acid ClC1=C(C(=O)O)C=CC(=C1COC1=CC(=NN1C)C)Cl